C(C)(C)(C)C1=CC=C(C=C1)[C@H](C)NC(=O)C1=CC=C2C(=C(N(C2=C1)C)C)CC=1C=C(O[C@H](C(=O)OC)C)C=CC1Cl methyl (S)-2-(3-((6-(((S)-1-(4-(tert-butyl)phenyl)ethyl)carbamoyl)-1,2-dimethyl-1H-indol-3-yl)methyl)-4-chlorophenoxy)propanoate